ClC1=C2C=NN(C2=CC=C1B1OC(C(O1)(C)C)(C)C)COCC[Si](C)(C)C 4-chloro-5-(4,4,5,5-tetramethyl-1,3,2-dioxaborolan-2-yl)-1-((2-(trimethylsilyl)ethoxy)methyl)-1H-indazole